hexadecanoic acid 1,1-diphenylmethyl ester C1(=CC=CC=C1)C(C1=CC=CC=C1)OC(CCCCCCCCCCCCCCC)=O